C(CCCCCCCCC)(=O)OC[C@@H](OC(CCCCCCCCCCCCC)=O)COP(=O)([O-])OCC[N+](C)(C)C 1-decanoyl-2-tetradecanoyl-sn-glycero-3-phosphocholine